C(#N)C(C(=O)OCC)=C(C)C1=CC=CC=C1 (E or Z)-ethyl 2-cyano-3-phenylbut-2-enoate